[4-(2,5-dioxopyrrol-1-yl)cyclohexyl]-4-[5-[3-[2-(4-tert-butoxy-4-oxo-butanoyl)-4-fluoro-6-methoxy-isoindolin-5-yl]oxypropoxy]-4-fluoro-6-methoxy-benzothiophen-2-yl]-4-oxo-butanoate O=C1N(C(C=C1)=O)C1CCC(CC1)OC(CCC(=O)C=1SC2=C(C1)C(=C(C(=C2)OC)OCCCOC=2C(=C1CN(CC1=CC2OC)C(CCC(=O)OC(C)(C)C)=O)F)F)=O